BrC1=CC=C(S1)CNCCC(=O)OC Methyl 3-(((5-Bromothiophen-2-yl)methyl)amino)propanoate